C[C@]1(N(CCCC1)CC1=CC=CC=2OCOC21)C(=O)OC2=C(C=CC1=CC=CC=C21)CC2=C(C1=CC=CC=C1C=C2)O methylenedinaphthol Methyl-(R)-1-(benzo[d][1,3]dioxol-4-ylmethyl)piperidine-2-carboxylate